1-(2-((tert-butyldimethylsilyl)oxy)ethyl)-N-(2-nitrophenyl)azepan-3-amine [Si](C)(C)(C(C)(C)C)OCCN1CC(CCCC1)NC1=C(C=CC=C1)[N+](=O)[O-]